FC1=C(OC=2N=CC(=NC2)NC([C@H](C)N2CC(N(CC2)C(=O)C2CC=3C(=NN(N3)CCO)CC2)(C)C)=O)C=CC(=C1)F (2S)-N-(5-(2,4-difluorophenoxy)pyrazin-2-yl)-2-(4-(2-(2-hydroxyethyl)-4,5,6,7-tetrahydro-2H-benzo[d][1,2,3]triazole-5-carbonyl)-3,3-dimethylpiperazin-1-yl)propanamide